C(C)(C)(C)C1=C(C=C(C(=C1)OC1=CC(=C(C=C1)N)C(F)(F)F)C(C)(C)C)OC1=CC(=C(C=C1)N)C(F)(F)F 2,5-di-tert-butyl-1,4-bis(3-trifluoromethyl-4-aminophenoxy)benzene